C[SiH2]C=1C(=CC=2C3=CC(=C(C=C3C3=CC(=C(C=C3C2C1)[SiH2]C)[SiH2]C)[SiH2]C)[SiH2]C)[SiH2]C 3,7,10-Trimethylsilyl-2,6,11-Trimethylsilyl-triphenylene